2-(acetylamino)-2-carboxy-1,1-dimethylethyl thionitrite N(=S)OC(C(C(=O)O)NC(C)=O)(C)C